N-((3S,4S)-8-(5-((2-benzyl-8-chloro-1-oxo-1,2,3,4-Tetrahydroisoquinolin-7-yl)thio)pyrazin-2-yl)-3-methyl-2-oxa-8-azaspiro[4.5]decan-4-yl)-2-methylpropane-2-sulfonamide C(C1=CC=CC=C1)N1C(C2=C(C(=CC=C2CC1)SC=1N=CC(=NC1)N1CCC2([C@@H]([C@@H](OC2)C)NS(=O)(=O)C(C)(C)C)CC1)Cl)=O